C1(=CC=C(C2=CC=CC=C12)S)S 1,4-naphthalenedithiol